C(C)N1N=C(C(=C1)F)S(=O)(N)=NC(NC1=C2C(=NC(=C1C1=CC(=CC=C1)F)C(F)(F)F)CCC2)=O 1-Ethyl-4-fluoro-N'-((3-(3-fluorophenyl)-2-(trifluoromethyl)-6,7-dihydro-5H-cyclopenta[b]pyridin-4-yl)carbamoyl)-1H-pyrazole-3-sulfonimidamide